4'-Butoxy-2'-Chloro-4,5,5',6'-Tetrahydro-2H-Spiro[Furan-3,8'-Pyrano[3,4-b]Pyridine] C(CCC)OC1=C2C(=NC(=C1)Cl)C1(OCC2)COCC1